N1N=CC(=C1)C=1C2=C(C(=NC1)NCC=1C=C(C(=O)NC=3SC4=C(N3)CCC(C4)NC4COC4)C=CC1)CCO2 3-(((7-(1H-pyrazol-4-yl)-2,3-dihydrofuro[3,2-c]pyridin-4-yl)amino)methyl)-N-(6-(oxetan-3-ylamino)-4,5,6,7-tetrahydrobenzo[d]thiazol-2-yl)benzamide